(2R,3S,4S)-4-hydroxy-2-{[4-(1,2,3-thiadiazol-5-yl)phenyl]methyl}pyrrolidin-3-yl N-[(3-fluorophenyl)methyl]carbamate FC=1C=C(C=CC1)CNC(O[C@H]1[C@H](NC[C@@H]1O)CC1=CC=C(C=C1)C1=CN=NS1)=O